N,N'-bis(2-picolyl)oxamide N1=C(C=CC=C1)CNC(=O)C(=O)NCC1=NC=CC=C1